[5-[1-[(2,4-DIMETHOXYPHENYL)METHYLAMINO]-4-METHYLPHTHALAZIN-6-YL]-2-METHOXY-3-METHYLPHENYL]BORONIC ACID Palladium(II) diacetate C(C)(=O)[O-].C(C)(=O)[O-].[Pd+2].COC1=C(C=CC(=C1)OC)CNC1=NN=C(C2=CC(=CC=C12)C=1C=C(C(=C(C1)B(O)O)OC)C)C